C(C)(C)(C)[Si](O[C@@H]1C[C@H](N(C1)C)C(=O)O)(C1=CC=CC=C1)C1=CC=CC=C1 (2S,4R)-4-[tert-butyl-(diphenyl)silyl]oxy-1-methyl-pyrrolidine-2-carboxylic acid